ClC1=C(C=2N=CN=C(C2C=N1)N1C[C@H]2CC[C@@H](C1)N2C(=O)OC(C)(C)C)F (1R,5S)-tert-butyl 3-(7-chloro-8-fluoropyrido[4,3-d]pyrimidin-4-yl)-3,8-diazabicyclo[3.2.1]octane-8-carboxylate